O[C@@H]([C@@H](C(=O)N1CC2=NN(C=C2C1)S(=O)(=O)C=1C=NN(C1)CC(F)(F)F)C1=CC=CC=C1)C (2S,3R)-3-hydroxy-2-phenyl-1-{2-[1-(2,2,2-trifluoroethyl)pyrazol-4-ylsulfonyl]-4H,6H-pyrrolo[3,4-c]pyrazol-5-yl}butan-1-one